(S)-N-(5-ethylisoxazol-3-yl)-4-methyl-3-(1-(pyrimidin-5-yl)pyrrolidin-3-yl)benzamide C(C)C1=CC(=NO1)NC(C1=CC(=C(C=C1)C)[C@H]1CN(CC1)C=1C=NC=NC1)=O